ethyl 3-(4-(cyanomethyl)benzyl)isoxazole-5-carboxylate C(#N)CC1=CC=C(CC2=NOC(=C2)C(=O)OCC)C=C1